methyl (3S)-3-(3-chloro-5-iodophenyl)-3-(2-(4-((5-fluoro-1,4,5,6-tetrahydropyrimidin-2-yl)amino)-1H-indazole-6-carboxamido)acetamido)propanoate trifluoroacetate FC(C(=O)O)(F)F.ClC=1C=C(C=C(C1)I)[C@H](CC(=O)OC)NC(CNC(=O)C1=CC(=C2C=NNC2=C1)NC=1NCC(CN1)F)=O